C=1N=CN2C1C1=CC=CC=C1[C@@H]2[C@H]2[C@@H](C(OC2)(C)C)O (3S,4R)-4-((S)-5H-imidazo[5,1-a]isoindol-5-yl)-2,2-dimethyltetrahydrofuran-3-ol